2-(5-(3-(Furan-3-yl)phenyl)-1,2,4-oxadiazol-3-yl)pyrrolidine-1-carbonitrile O1C=C(C=C1)C=1C=C(C=CC1)C1=NC(=NO1)C1N(CCC1)C#N